2-chloro-7-methyl-7H-pyrazolo[3,4-c][1,5]Naphthyridine-4-carboxylic acid methyl ester COC(=O)C=1C=C(N=C2C3=C(C=NC12)N(N=C3)C)Cl